F[C@H]1CN(CC[C@H]1NC1=C2C=C(N(C2=CC=C1)CC(F)(F)F)C#CCN(C1=C(C=C(C(=O)O)C=C1)OC)C(=O)OC(C)(C)C)C 4-[(3-{4-[(3S,4R)-3-fluoro-1-methyl-4-piperidylamino]-1-(2,2,2-trifluoroethyl)-2-indolyl}-2-propynyl)(tert-butyl)(oxycarbonylamino)]-3-anisic acid